2-(2,6-Diazaspiro[3.4]octan-2-yl)benzonitrile C1N(CC12CNCC2)C2=C(C#N)C=CC=C2